1-(4-carboxybenzyl)pyridine hydrochloride Cl.C(=O)(O)C1=CC=C(CN2CC=CC=C2)C=C1